BrC=1C=C(C=C(C1)Br)N1CC(C1)OC (3,5-dibromophenyl)-3-methoxyazetidine